FC(C(=O)O)(F)F.CC=1C=C(C=CC1OC1=CC2=C(N(N=N2)C)C=C1)NC=1C2=C(N=CN1)C=CC(=N2)C2=CC1COCC(C2)N1C(C=C)=O 1-(7-(4-((3-methyl-4-((1-methyl-1H-benzo[d][1,2,3]triazol-5-yl)oxy)phenyl)amino)pyrido[3,2-d]pyrimidin-6-yl)-3-oxa-9-azabicyclo[3.3.1]non-6-en-9-yl)prop-2-en-1-one trifluoroacetate